2-((1-(2,7-dimethyl-3-(4-methylpiperazin-1-yl)-1-oxo-1,2-dihydroisoquinolin-5-yl)ethyl)amino)benzoic acid CN1C(C2=CC(=CC(=C2C=C1N1CCN(CC1)C)C(C)NC1=C(C(=O)O)C=CC=C1)C)=O